C1CC12N(CCOC2)CC=2C=NC1=CC=C(C=C1C2C(C)C)C2=NC(=NC=C2F)N[C@H]2[C@@H](COCC2)O (3S,4R)-4-((4-(3-((7-oxa-4-azaspiro[2.5]octan-4-yl)methyl)-4-isopropylquinolin-6-yl)-5-fluoropyrimidin-2-yl)amino)tetrahydro-2H-pyran-3-ol